FC=1C(=CC(=C(C1)C1=CC=C(N=N1)N1CC(CC1)NC1(CC1)CF)OCOC)C1=CN=NC(=C1)OC 1-{6-[5-fluoro-2-(methoxymethoxy)-4-(6-methoxypyridazin-4-yl)phenyl]pyridazin-3-yl}-N-[1-(fluoromethyl)cyclopropyl]pyrrolidin-3-amine